potassium fluoropotassium bis(oxalate) phosphate P(=O)([O-])(O)O.C(C(=O)O)(=O)O.C(C(=O)O)(=O)O.F[K].[K+]